OC1=C(C=C(C=O)C(=C1)OC)Cl 4-hydroxy-6-methoxy-3-chlorobenzaldehyde